NC1=NC=CC=C1C1=NC=2C(=NC(=CC2)N2N=CC=C2)N1C=1C=C2CC[C@@H](C2=CC1)NC(CC1NC(CC1)=O)=O N-((S)-5-(2-(2-aminopyridin-3-yl)-5-(1H-pyrazol-1-yl)-3H-imidazo[4,5-b]pyridin-3-yl)-2,3-dihydro-1H-inden-1-yl)-2-(5-oxopyrrolidin-2-yl)acetamide